C(#N)C1=CC(=C(COC2=CC=CC(=N2)C2CCN(CC2)CC2=NC3=C(N2C[C@H]2OCC2)C=C(C=C3)S(=O)(=O)N)C=C1)F (S)-2-((4-(6-((4-cyano-2-fluorobenzyl)oxy)pyridin-2-yl)piperidin-1-yl)methyl)-1-(oxetan-2-yl-methyl)-1H-benzo[d]imidazole-6-sulfonamide